cis-4-[(1-chloropyrido[3,4-d]pyridazin-4-yl)amino]cyclohexanol ClC1=C2C(=C(N=N1)N[C@H]1CC[C@H](CC1)O)C=NC=C2